(2s,4r)-1-(benzyloxycarbonyl)-4-(tert-butyldimethylsilyloxy)pyrrolidine-2-carboxylic acid C(C1=CC=CC=C1)OC(=O)N1[C@@H](C[C@H](C1)O[Si](C)(C)C(C)(C)C)C(=O)O